(6-deoxy-α-L-mannopyranosyl) β-D-glucopyranoside O([C@H]1[C@H](O)[C@@H](O)[C@H](O)[C@H](O1)CO)[C@H]1[C@H](O)[C@H](O)[C@@H](O)[C@@H](O1)C